(S)-3-(3-((4-chlorophenyl)amino)-4-((R)-1-ethoxy-2,2,2-trifluoroethyl)phenyl)pentanoic acid ClC1=CC=C(C=C1)NC=1C=C(C=CC1[C@H](C(F)(F)F)OCC)[C@H](CC(=O)O)CC